FC=1C=C(C=CC1F)[C@@]1(CN2[C@H](CO1)CN(CC2)C(=O)C=2C(=C(C=CC2)C=2C=C(NC2)C#N)Cl)O 4-[3-[(3R,9aS)-3-(3,4-Difluorophenyl)-3-hydroxy-1,4,6,7,9,9a-hexahydropyrazino[2,1-c][1,4]oxazin-8-carbonyl]-2-chlorophenyl]-1H-pyrrol-2-carbonitril